FC1(CCN(CC1)C1=NC(=CC(=N1)C=1N=NN(C1)C1=C(C=C(C=C1)NS(=O)(=O)CCO)N1CCC2(CC2)CC1)C)F N-(4-(4-(2-(4,4-difluoropiperidin-1-yl)-6-methylpyrimidin-4-yl)-1H-1,2,3-triazole-1-yl)-3-(6-azaspiro[2.5]octane-6-yl)phenyl)-2-hydroxyethane-1-sulfonamide